CC1=CC=C(C=N1)[C@@H]1NOCC1 (R)-3-(6-methylpyridine-3-yl)isoxazolidine